4,5-dimethyl-5-(trifluoromethyl)tetrahydrofuran-2-yl acetate C(C)(=O)OC1OC(C(C1)C)(C(F)(F)F)C